C1N(CC2C1CNC2)C2=NC(=CC(=N2)C(C)(C)O)C 2-(2-((3R,6S)-hexahydropyrrolo[3,4-c]pyrrol-2(1H)-yl)-6-methylpyrimidin-4-yl)propan-2-ol